2-((1s,3s)-3-((2,2,7-trifluoro-3-oxo-6-(perfluorophenyl)-2,3-dihydro-4H-benzo[b][1,4]oxazin-4-yl)methyl)cyclobutyl)acetic acid FC1(C(N(C2=C(O1)C=C(C(=C2)C2=C(C(=C(C(=C2F)F)F)F)F)F)CC2CC(C2)CC(=O)O)=O)F